tert-butyl (2-fluoro-4-((2-((tetrahydro-2H-pyran-4-yl)amino)pyridin-4-yl)oxy)phenyl)carbamate FC1=C(C=CC(=C1)OC1=CC(=NC=C1)NC1CCOCC1)NC(OC(C)(C)C)=O